C(=O)C1CNCCO1 2-formylmorpholine